furo[2,3-c]isoxazole N=1OC=C2C1OC=C2